1,2-dimethylimidazoleAmine CN1C(NC=C1)(N)C